[N+](=O)([O-])C1=C(C(=O)C=2CNCCC2)C=CC=C1 3-(2-nitrobenzoyl)-5,6-dihydro-2H-pyridine